P(O)(O)=O.P(O)(O)=O.C(CCCCCCCCCCC)O lauryl alcohol bisphosphonate